2,4-dimethoxy-6-pyren-1-yl-1,3,5-triazine COC1=NC(=NC(=N1)OC)C1=CC=C2C=CC3=CC=CC4=CC=C1C2=C34